OCCCN(CCCCCCCCCC(C(=O)[O-])(CCCCCC)CCCC)CCCCCCCCCC(C(=O)[O-])(CCCCCC)CCCC ((3-hydroxypropyl)azanediyl)bis(nonane-9,1-diyl)bis(2-butyloctanoate)